16-[[1-carboxy-4-(2,4-dichloro-6-sulfo-phenoxy)-4-oxo-butyl]amino]-16-oxo-hexadecanoic acid C(=O)(O)C(CCC(=O)OC1=C(C=C(C=C1S(=O)(=O)O)Cl)Cl)NC(CCCCCCCCCCCCCCC(=O)O)=O